COC1=C(C=CC=C1)S(=O)(=O)NC1=NOC2=C1CC1(C3=CC=C(C=C32)N3C(N(CC3)C)=O)CC1 2-Methoxy-N-(8'-(3-methyl-2-oxoimidazolidin-1-yl)-4'H-spiro[cyclopropane-1,5'-naphtho[2,1-d]isoxazol]-3'-yl)benzenesulfonamide